O=C1C2=C(N=NN1)C=CC=C2 4-oxobenzo[d][1,2,3]triazine